ClC1=NC(=CC(=C1CCC(C)=O)OC)Cl 4-(2,6-dichloro-4-methoxypyridin-3-yl)butan-2-one